4-(4-fluoro-1-isopropyl-2-methyl-1H-benzo[d]imidazole-6-yl)-N-(2-methoxy-4-(4-methylpiperazin-1-yl)phenyl)pyrimidin-2-amine FC1=CC(=CC=2N(C(=NC21)C)C(C)C)C2=NC(=NC=C2)NC2=C(C=C(C=C2)N2CCN(CC2)C)OC